O1CCCOC1 [1,5]dioxan